tert-butyl (S)-5-amino-4-((R)-4-fluoro-3-methyl-1-oxo-5-(4,4,5,5-tetramethyl-1,3,2-dioxaborolan-2-yl)isoindolin-2-yl)-5-oxopentanoate NC([C@H](CCC(=O)OC(C)(C)C)N1C(C2=CC=C(C(=C2[C@H]1C)F)B1OC(C(O1)(C)C)(C)C)=O)=O